C(C=C)OCOC(C(=C)C)=O allyl-oxymethylmethacrylate